(2-prop-2-enoyloxyethyl) pentanedioate C(CCCC(=O)[O-])(=O)OCCOC(C=C)=O